2-((3-(5-(7H-pyrrolo[2,3-d]pyrimidin-4-yl)pyridin-2-yl)-3,6-diazabicyclo[3.1.1]heptan-6-yl)methyl)-5-chlorophenol N1=CN=C(C2=C1NC=C2)C=2C=CC(=NC2)N2CC1N(C(C2)C1)CC1=C(C=C(C=C1)Cl)O